β-(3,4-epoxycyclohexyl)ethyl-tripropoxysilane C1(CC2C(CC1)O2)CC[Si](OCCC)(OCCC)OCCC